C(C)(C)C1=NC(=NC(=N1)SC)N 4-isopropyl-6-methylthio-1,3,5-triazin-2-amine